4-chloro-4'-acetoxybenzophenone ClC1=CC=C(C(=O)C2=CC=C(C=C2)OC(C)=O)C=C1